6-((7,8-dimethoxy-2-oxo-2,3-dihydro-1H-imidazo[4,5-c]quinolin-1-yl)methyl)pyridine-3-sulfonamide COC=1C(=CC=2C3=C(C=NC2C1)NC(N3CC3=CC=C(C=N3)S(=O)(=O)N)=O)OC